C1=CC=CC=2C3=CC=CC=C3C(C12)COC(=O)N[C@@H](CC(=O)O)CC#C (3R)-3-(9H-fluoren-9-ylmethoxycarbonyl-amino)hex-5-ynoic acid